(R)-3-(6-chloro-3-(dimethylamino)pyridazin-4-yl)-10-methyl-9,10,11,12-tetrahydro-8H-[1,4]diazepino[5',6':4,5]thieno[3,2-f]quinolin-8-one ClC1=CC(=C(N=N1)N(C)C)C1=NC=2C=CC3=C(C2C=C1)C1=C(S3)C(N[C@@H](CN1)C)=O